(3S,4S)-1-cyclopropylmethyl-4-{[5-(2,4-difluoro-phenyl)-isoxazole-3-carbonyl]-amino}-piperidine-3-carboxylic acid [2-(2-chloro-phenyl)-ethyl]-amide ClC1=C(C=CC=C1)CCNC(=O)[C@H]1CN(CC[C@@H]1NC(=O)C1=NOC(=C1)C1=C(C=C(C=C1)F)F)CC1CC1